(7-Chloro-1H-benzo[d]imidazol-2-yl)(5,5-dimethyl-7,8-dihydro-1,6-naphthyridin-6(5H)-yl)methanone ClC1=CC=CC2=C1NC(=N2)C(=O)N2C(C=1C=CC=NC1CC2)(C)C